7-(7-(2-amino-7-fluorobenzo[d]thiazol-4-yl)-6,8-difluoro-2-((hexahydro-1H-pyrrolizin-7a-yl)methoxy)quinazolin-4-yl)-1,3,7-triazaspiro[4.5]decane-2,4-dione NC=1SC2=C(N1)C(=CC=C2F)C2=C(C=C1C(=NC(=NC1=C2F)OCC21CCCN1CCC2)N2CC1(C(NC(N1)=O)=O)CCC2)F